N1C=NC2=C1C=CC(=C2)N2C(OC[C@@H]2C2CCCCC2)=O (S)-3-(1H-Benzo[d]imidazol-5-yl)-4-cyclohexyloxazolidin-2-on